benzyl 5-[(diethoxyphosphoryl)difluoromethyl]-1-benzothiophene-2-carboxylate C(C)OP(=O)(OCC)C(C=1C=CC2=C(C=C(S2)C(=O)OCC2=CC=CC=C2)C1)(F)F